C(C)(C)N1CCCC12CNCC2 isopropyl-1,7-diazaspiro[4.4]nonan